methyl (S)-2,3-diaminopropanoate hydrochloride Cl.N[C@H](C(=O)OC)CN